CC1=C(OC(C(=O)O)(C)C)C(=CC=C1)C 2,6-dimethyl-phenoxy-2-methylpropanoic acid